COC([C@H](CC=1SC=C(N1)B1OC(C(O1)(C)C)(C)C)NC(=O)OC(C)(C)C)=O.COC1=CC=C2C(=CC=NC2=C1)N[C@H]1CNCC1 (3R)-3-[(7-methoxy-4-quinolyl)amino]Pyrrolidine methyl-{S}-2-((tert-butoxycarbonyl)amino)-3-(4-(4,4,5,5-tetramethyl-1,3,2-dioxaborolan-2-yl)thiazol-2-yl)propanoate